2,3,4,6-tetrafluoro-phenylacetic acid FC1=C(C(=CC(=C1F)F)F)CC(=O)O